N-[(3S,4R)-1-methyl-3-methyl-4-piperidyl]-5-[3-(4-mesyl-2-anisidino)-1-propynyl]-3-(2,2,2-trifluoroethyl)-7-indolecarboxamide CN1C[C@@H]([C@@H](CC1)NC(=O)C=1C=C(C=C2C(=CNC12)CC(F)(F)F)C#CCNC=1C(OC)=CC=C(C1)S(=O)(=O)C)C